C(C)(C)C1=C(NC2=CC=C(C=C12)OCC1CCN(CC1)CC(=O)NC)C1=CN(C(C(=C1C)C)=O)C 2-(4-(((3-Isopropyl-2-(1,4,5-trimethyl-6-oxo-1,6-dihydropyridin-3-yl)-1H-indol-5-yl)oxy)methyl)piperidin-1-yl)-N-methylacetamid